C(C1CO1)OC(C(=C)C)=O.C(C=C)(=O)OC methyl acrylate glycidyl-methacrylate